ClC1=C(C=C(C=2C=C3N(C12)CCN(C3=O)C)N(C(OC(C)(C)C)=O)CC)Cl tert-butyl N-(6,7-dichloro-2-methyl-1-oxo-3,4-dihydropyrazino[1,2-a]indol-9-yl)-N-ethyl-carbamate